(Z)-N-methyl-N-(2-(phenyldisulfanyl)ethyl)nonadec-10-en-1-amine CN(CCCCCCCCC\C=C/CCCCCCCC)CCSSC1=CC=CC=C1